8-(trans-4-Aminomethyl-cyclohexylamino)-6-pyridin-4-yl-imidazo[1,2-a]pyrazine-2-carboxylic acid amide NC[C@@H]1CC[C@H](CC1)NC=1C=2N(C=C(N1)C1=CC=NC=C1)C=C(N2)C(=O)N